COC=1C=C(C(=O)NC)C=CC1NCC#CC=1N(C2=CC=CC(=C2C1)NC1CCC(CC1)N1C[C@H]2OC(C1)C2)CC(F)(F)F 3-methoxy-N-methyl-4-{[3-(4-{[(1S,4S)-4-{6-oxa-3-azabicyclo[3.1.1]heptan-3-yl}cyclohexyl]amino}-1-(2,2,2-trifluoroethyl)-1H-indol-2-yl)prop-2-yn-1-yl]amino}benzamide